6-((1S,4S)-2,5-diazabicyclo[2.2.1]heptan-2-yl)-N-(3-chloro-4-(difluoromethoxy)-2-fluorophenyl)pyrido[3,4-d]pyrimidin-4-amine [C@@H]12N(C[C@@H](NC1)C2)C2=CC1=C(N=CN=C1NC1=C(C(=C(C=C1)OC(F)F)Cl)F)C=N2